N-(3-(5-bromobenzo[d]thiazol-2-yl)bicyclo[1.1.1]pent-1-yl)-5-(1-(methylsulfonyl)cyclopropyl)furan-2-carboxamide BrC=1C=CC2=C(N=C(S2)C23CC(C2)(C3)NC(=O)C=3OC(=CC3)C3(CC3)S(=O)(=O)C)C1